3-methyl-5-trichloromethyl-[1,2,4]Oxadiazole CC1=NOC(=N1)C(Cl)(Cl)Cl